COC(C(C)C)(OC)OC 1,1,1-trimethoxy-2-methyl-propane